[Se].[Bi] Bismuth-selenium